C(CCCCC)OP(OCC)(=O)CC(CCCC)CC 2-ethylhexylphosphonic acid mono-2-ethyl hexyl ester